2-chloro-6-(3-vinyltetrahydrofuran-3-yl)pyridine ClC1=NC(=CC=C1)C1(COCC1)C=C